BrC=1C=C2C=CN(C2=C(C1)[N+](=O)[O-])S(=O)(=O)C1=CC=C(C)C=C1 5-bromo-7-nitro-1-tosyl-1H-indole